2-(2-((5-(1-aminoisoquinolin-5-yl)-2-cyclobutyl-2H-indazol-3-yl)methoxy)-4-methylphenyl)acetic acid NC1=NC=CC2=C(C=CC=C12)C1=CC2=C(N(N=C2C=C1)C1CCC1)COC1=C(C=CC(=C1)C)CC(=O)O